O4-(2-hexyldecyl) O1-[2-(4-piperidinyl) ethyl] succinate C(CCC(=O)OCC(CCCCCCCC)CCCCCC)(=O)OCCC1CCNCC1